BrC1=NC=NN1CC=1C=NN(C1)CC1CC1 5-bromo-1-((1-(cyclopropylmethyl)-1H-pyrazol-4-yl)methyl)-1H-1,2,4-triazole